ClC1=CC=C(C=CC2=CC=C(C=C2)C2=CC=C(C=C2)C=CC2=C(C=CC=C2)S(=O)(=O)O)C=C1 4-(4-chlorostyryl)-4'-(2-sulfostyryl)biphenyl